1-methyl-5-{2-[(3-methylbutan-2-yl)sulfanyl]phenyl}-7-nitro-2,3-dihydro-1H-1,4-benzodiazepin-2-one CN1C(CN=C(C2=C1C=CC(=C2)[N+](=O)[O-])C2=C(C=CC=C2)SC(C)C(C)C)=O